N,N-bis(2-picolylmethyl)octadecylamine N1=C(C=CC=C1)CCN(CCC1=NC=CC=C1)CCCCCCCCCCCCCCCCCC